O=C1NC(CCC1N1C(N(C2=C1C=CC=C2C2CCN(CC2)CC2CCN(CC2)C(=O)OC(C)(C)C)C)=O)=O tert-butyl 4-[[4-[1-(2,6-dioxo-3-piperidyl)-3-methyl-2-oxo-benzimidazol-4-yl]-1-piperidyl]methyl]piperidine-1-carboxylate